C1(=C(C=CC=C1)[Te]C1=C(C=CC=C1)C)C ditolyl-tellurium